5-(piperazin-1-yl)-N-(spiro[3.3]hept-2-yl)pyridinecarboxamide hydrochloride Cl.N1(CCNCC1)C=1C=CC(=NC1)C(=O)NC1CC2(C1)CCC2